tert-butyl 6-methyl-2-(4,4,5,5-tetramethyl-1,3,2-dioxaborolan-2-yl)indole-1-carboxylate CC1=CC=C2C=C(N(C2=C1)C(=O)OC(C)(C)C)B1OC(C(O1)(C)C)(C)C